C(C)[C@@H]1N(CCOC1)C1=NC(=NC(=C1)CS(=O)(=O)C)C1=CC=C2C(=N1)C=C(N2)CNC [(5-{4-[(3S)-3-ethylmorpholin-4-yl]-6-(methanesulfonylmethyl)pyrimidin-2-yl}-1H-pyrrolo[3,2-b]pyridin-2-yl)methyl](methyl)amine